BrC1=C(C=C(C=C1)C=C1CN(C1)C(=O)OC(C)(C)C)C(F)(F)F Tert-butyl 3-[[4-bromo-3-(trifluoromethyl)phenyl]methylene]azetidine-1-carboxylate